C(C)(C)NC(COC1=C(C=C(C=C1)C=1OC(=NN1)NC1=CC=C(C=C1)C=1C=NN(C1)C1OCCCC1)OC)=O N-isopropyl-2-[2-methoxy-4-[5-[4-(1-tetrahydropyran-2-ylpyrazol-4-yl)anilino]-1,3,4-oxadiazol-2-yl]phenoxy]acetamide